[Si](C)(C)(C(C)(C)C)OCCN1C(C=2N(C=3C(=C(C=C(C3C2)N(C(OC(C)(C)C)=O)CC#N)Cl)Cl)CC1)=O tert-butyl N-[2-[2-[tert-butyl(dimethyl)silyl]oxyethyl]-6,7-dichloro-1-oxo-3,4-dihydropyrazino[1,2-a]indol-9-yl]-N-(cyanomethyl)carbamate